(E)-6-(3-benzylidene-2,5-dioxopyrrolidinyl)hexanoate C(/C1=CC=CC=C1)=C/1\C(N(C(C1)=O)CCCCCC(=O)[O-])=O